Benzoyl-methyl-sulfonamide C(C1=CC=CC=C1)(=O)NS(=O)(=O)C